FC(C1(CC1)N1C=NC2=C1C=CC(=C2)C(=O)O)(F)F [1-(trifluoromethyl)cyclopropyl]-1H-benzimidazole-5-carboxylic acid